C(C=C)(=O)OCC(NCCC1=CC=CC=C1)=O 2-oxo-2-(phenethylamino)ethyl acrylate